5-(2-hydroxyphenyl)tetrazole ethyl-(1H-indazol-6-yl)-D-alaninate C(C)N([C@H](C)C(=O)O)C1=CC=C2C=NNC2=C1.OC1=C(C=CC=C1)C1=NN=NN1